C1(CCCC1)C1=CC2=C(C=3N(CCO2)C=C(N3)C3=C(C(=C(C=O)C=C3)O)F)C=C1 (9-cyclopentyl-5,6-dihydrobenzo[f]imidazo[1,2-d][1,4]oxazepin-2-yl)-3-fluoro-2-hydroxybenzaldehyde